(Z)-N-(4-(1H-tetrazol-5-yl)phenyl)-5-(5-(4-ethylbenzylidene)-2,4-dioxothiazolidin-3-yl)pentanamide N1N=NN=C1C1=CC=C(C=C1)NC(CCCCN1C(S\C(\C1=O)=C/C1=CC=C(C=C1)CC)=O)=O